4-ethoxy-1-benzyl-2-oxo-1,2-dihydropyridine-3-carbonyl chloride C(C)OC1=C(C(N(C=C1)CC1=CC=CC=C1)=O)C(=O)Cl